FC(OC=1C=2N(C=C(C1)C=1C=C(C=3N(N1)C=C(N3)C)C)C=C(N2)C2CCN(CC2)C(=O)OC(C)(C)C)F tert-butyl 4-[8-(difluoromethoxy)-6-(2,8-dimethylimidazo[1,2-b]pyridazin-6-yl)imidazo[1,2-a]pyridin-2-yl]piperidine-1-carboxylate